C(C)(C)[C@@]1([C@H](O)[C@H](O)[C@@H](C(O)=P(=O)OC2=CC=CC=C2)O1)N1C(=O)N=C(N)C=C1 isopropyl-(phenoxy)phosphoryl-cytidine